methyl (2S)-2-(6-bromo-1-oxo-2,3-dihydro-1H-isoindol-2-yl)-3-[(tert-butyldimethylsilyl)oxy]propanoate BrC1=CC=C2CN(C(C2=C1)=O)[C@H](C(=O)OC)CO[Si](C)(C)C(C)(C)C